2-{3-[(dimethylamino)methyl]anilino}-3-phenylquinazolin-4(3H)-one CN(C)CC=1C=C(NC2=NC3=CC=CC=C3C(N2C2=CC=CC=C2)=O)C=CC1